propyl-cytosine C(CC)NC1=NC(NC=C1)=O